N-ethyl-2-(6-oxo-3-(6-(3,3,3-trifluoropropoxy)pyridin-3-yl)pyridazin-1(6H)-yl)acetamide C(C)NC(CN1N=C(C=CC1=O)C=1C=NC(=CC1)OCCC(F)(F)F)=O